bis-(2-chloroethyl) ether ClCCOCCCl